CN(C(OC(C)(C)C)=O)C1CC(C1)C1=CC(=CC=C1)C1(CC1)C(F)(F)F tert-butyl methyl(3-(3-(1-(trifluoromethyl)cyclopropyl)phenyl)cyclobutyl)carbamate